COC=1C(=C(C=CC1)C=1C(=C(NC1)C(=O)OCC)C1=NC=C(C=C1)OCCC)C ethyl 4-(3-methoxy-2-methylphenyl)-3-(5-propoxypyridin-2-yl)-1H-pyrrole-2-carboxylate